benzene sodium salt [Na].C1=CC=CC=C1